(S)-pyrrolidin-3-yl-carbamic acid tert-butyl ester hydrochloride Cl.C(C)(C)(C)OC(N[C@@H]1CNCC1)=O